Tert-butyl (1R,3s,5S)-3-(N-ethyl-3-fluoro-4-(2-(2-methylthieno[2,3-d]pyrimidin-4-yl)cyclopropyl)benzamido)-8-azabicyclo[3.2.1]octane-8-carboxylate C(C)N(C(C1=CC(=C(C=C1)C1C(C1)C=1C2=C(N=C(N1)C)SC=C2)F)=O)C2C[C@H]1CC[C@@H](C2)N1C(=O)OC(C)(C)C